2-(4-chlorophenyl)ethanol ClC1=CC=C(C=C1)CCO